C(C1=CC=CC=C1)OC=1C=CC2=C(S(C(=C2OC2=CC=C(C=C2)OC2CN(C2)CCCF)Br)=O)C1 6-(Benzyloxy)-2-bromo-3-(4-((1-(3-fluoropropyl)azetidin-3-yl)oxy)phenoxy)benzo[b]thiophene 1-oxide